zinc di(octyl) dithiophosphate P(=S)(SCCCCCCCC)(OCCCCCCCC)[O-].[Zn+2].C(CCCCCCC)SP(=S)(OCCCCCCCC)[O-]